N-((1R,3R)-3-Aminocyclopentyl)-2-(2-chloro-5-isopropyl-8-oxothieno[2',3':4,5]pyrrolo[1,2-d][1,2,4]triazin-7(8H)-yl)acetamid N[C@H]1C[C@@H](CC1)NC(CN1N=C(N2C(C1=O)=CC1=C2C=C(S1)Cl)C(C)C)=O